(4-amino-5-bromopyrrolo[2,1-f][1,2,4]triazin-7-yl)methanol NC1=NC=NN2C1=C(C=C2CO)Br